nonanamide-d17 (±)-trans-tert-butyl-4-hydroxy-3-(3-(trifluoromethyl)phenoxy)piperidine-1-carboxylate C(C)(C)(C)OC(=O)N1C[C@H]([C@@H](CC1)O)OC1=CC(=CC=C1)C(F)(F)F.C(C(C(C(C(C(C(C(C([2H])([2H])[2H])([2H])[2H])([2H])[2H])([2H])[2H])([2H])[2H])([2H])[2H])([2H])[2H])([2H])[2H])(=O)N |r|